N1(CCCC1)CCN1C2=CC=CC=C2SC=2C=CC=CC12 10-(2-pyrrolidinylethyl)phenothiazine